4-[1-[4-[2-(Methylamino)ethoxy]phenyl]-2-phenyl-1-butenyl]phenol hydrochloride Cl.CNCCOC1=CC=C(C=C1)C(=C(CC)C1=CC=CC=C1)C1=CC=C(C=C1)O